2-[(hexyloxy)methyl]-9,10-dimethoxy-3-(2-methylpropyl)-1H,2H,3H,4H,6H,7H,11bH-pyrido[2,1-a]isoquinoline C(CCCCC)OCC1CC2N(CCC3=CC(=C(C=C23)OC)OC)CC1CC(C)C